7-{2,6-diazaspiro[3.3]heptan-2-yl}-3-(2-hydroxyphenyl)-5-methylpyrido[3,2-c]pyridazin-6-one C1N(CC12CNC2)C2=CC=1N=NC(=CC1N(C2=O)C)C2=C(C=CC=C2)O